N1CCC(CC1)C1=CC=C(CN2C(NC(C=C2)=O)=O)C=C1 1-(4-(Piperidin-4-yl)benzyl)pyrimidine-2,4(1H,3H)-dione